ClC1=NN(C2=CC=C(C(=C12)CC(=O)N1[C@H](C2=CC=CC(=C2C[C@@H]1CO)C=1C=NNC1)C)Cl)C 2-(3,5-Dichloro-1-methyl-indazol-4-yl)-1-[(1S,3R)-3-(hydroxymethyl)-1-methyl-5-(1H-pyrazol-4-yl)-3,4-dihydro-1H-isochinolin-2-yl]ethanon